C(C1=CC=CC=C1)OC1=CC=C2C=CC=NC2=C1 7-(benzyloxy)quinolin